3-(2,4-dioxotetrahydropyrimidine-1(2H)-yl)-4-ethylbenzoic acid O=C1N(CCC(N1)=O)C=1C=C(C(=O)O)C=CC1CC